(3R)-4-methoxy-3-methylpiperidine-1,3-dicarboxylic acid COC1[C@@](CN(CC1)C(=O)O)(C(=O)O)C